3,3'-(dimethylgermanediyl)bis(4-bromo-N,N-dimethyl-aniline) C[Ge](C=1C=C(N(C)C)C=CC1Br)(C=1C=C(N(C)C)C=CC1Br)C